((2-ethyl-6-fluoro-5-(piperazin-1-yl-2,2,3,3,5,5,6,6-d8)pyrazolo[1,5-a]pyridin-3-yl)(methyl)amino)-4-(4-fluorophenyl)thiazole-5-carbonitrile C(C)C1=NN2C(C=C(C(=C2)F)N2C(C(NC(C2([2H])[2H])([2H])[2H])([2H])[2H])([2H])[2H])=C1N(C)C=1SC(=C(N1)C1=CC=C(C=C1)F)C#N